7-amino-8-(3-hydroxy-2-methylphenyl)quinoline-6-carboxamide NC1=C(C=C2C=CC=NC2=C1C1=C(C(=CC=C1)O)C)C(=O)N